COC1=C(OCCCN2CCCCC2)C=CC(=C1)[N+](=O)[O-] 1-(3-(2-methoxy-4-nitrophenoxy)propyl)piperidine